1-[5-tert-butyl-2-(2-methylpyridin-5-yl)-2H-pyrazol-3-yl]-3-[4-(2-(4-methoxybenzimidazol-1-yl)ethoxy)naphthalen-1-yl]-urea C(C)(C)(C)C=1C=C(N(N1)C=1C=CC(=NC1)C)NC(=O)NC1=CC=C(C2=CC=CC=C12)OCCN1C=NC2=C1C=CC=C2OC